CN1CCN(CC1)CCC(=O)NC1=CC2=C([Se]C(=C2)C(=O)OCC)C=C1 (ethyl) (5-(3-(4-methylpiperazin-1-yl) propanamido) benzo[b]selenophene-2-carboxylate)